docosyl formate C(=O)OCCCCCCCCCCCCCCCCCCCCCC